(Z)-8-cyclohexadecen C1CCCCCC\C=C/CCCCCCC1